S1C=NC2=C1C=CC(=C2)/C=C/C2=C(C(=CC=C2Cl)F)C=2C(N(N=C(C2O)C)C)=O 4-[2-[(E)-2-(1,3-benzothiazol-5-yl)vinyl]-3-chloro-6-fluoro-phenyl]-5-hydroxy-2,6-dimethyl-pyridazin-3-one